2-((4-(5-(3,3-difluoropyrrolidin-1-yl)pyridin-3-yl)-1H-1,2,3-triazol-1-yl)methyl-methyl)imidazo[1,2-a]pyridine-6-carbaldehyde FC1(CN(CC1)C=1C=C(C=NC1)C=1N=NN(C1)CCC=1N=C2N(C=C(C=C2)C=O)C1)F